trans-4-((5-fluoro-4-(3-(2-oxopyridin-1(2H)-yl)phenyl)pyrimidin-2-yl)amino)cyclohexyl (4-nitrophenyl) carbonate C(O[C@@H]1CC[C@H](CC1)NC1=NC=C(C(=N1)C1=CC(=CC=C1)N1C(C=CC=C1)=O)F)(OC1=CC=C(C=C1)[N+](=O)[O-])=O